CN1CC(C1)(C)C(O)(C=1C=NC=C(C1)N1CCCC1)C1=CC=C(C=C1)CC (1,3-dimethyl-azetidin-3-yl)-(4-ethyl-phenyl)-(5-pyrrolidin-1-yl-pyridin-3-yl)-methanol